6-(2-amino-5-(3-((dimethylamino)methyl)-4-(tetrahydro-2H-pyran-4-yl)phenyl)-6-fluoropyridin-3-yl)-8-fluoro-3,4-dihydroisoquinolin-1(2H)-one NC1=NC(=C(C=C1C=1C=C2CCNC(C2=C(C1)F)=O)C1=CC(=C(C=C1)C1CCOCC1)CN(C)C)F